5,5'-(4-(2-(4,6-diphenyl-1,3,5-triazin-2-yl)phenyl)-2,6-bis(9-phenyl-9H-carbazol-3-yl)pyridine-3,5-diyl)bis(5H-pyrido[4,3-b]indole) C1(=CC=CC=C1)C1=NC(=NC(=N1)C1=CC=CC=C1)C1=C(C=CC=C1)C1=C(C(=NC(=C1N1C2=C(C=3C=CC=CC13)C=NC=C2)C=2C=CC=1N(C3=CC=CC=C3C1C2)C2=CC=CC=C2)C=2C=CC=1N(C3=CC=CC=C3C1C2)C2=CC=CC=C2)N2C1=C(C=3C=CC=CC23)C=NC=C1